(R)-1'-(2-(5-Amino-1'-methyl-5'-(trifluoromethyl)-1H,1'H-[3,4'-bipyrazol]-1-yl)acetyl)-6-chloro-5-fluorospiro[benzo[d][1,3]oxazine-4,3'-pyrrolidin]-2(1H)-one NC1=CC(=NN1CC(=O)N1C[C@@]2(CC1)C1=C(NC(O2)=O)C=CC(=C1F)Cl)C=1C=NN(C1C(F)(F)F)C